6-(N-carbamoyl-2,6-difluorophenylamino)-2-(2,4-difluorophenyl)pyridine-3-carboxamide C(N)(=O)N(C1=CC=C(C(=N1)C1=C(C=C(C=C1)F)F)C(=O)N)C1=C(C=CC=C1F)F